1-Ethyl 1-(4-chloro-2-methylsulfanyl-pyrimidin-5-yl)cyclopropanecarboxylate ClC1=NC(=NC=C1C1(CC1)C(=O)OCC)SC